C(C1=CC=CC=C1)OC(NC(C1=CSC(=C1)CNC(=O)[C@H]1NC[C@@H](C1)C(F)(F)F)=N)=O benzyl(imino(5-(((2S,4R)-4-(trifluoromethyl)pyrrolidine-2-carboxamido)methyl)thiophen-3-yl)methyl)carbamate